FC12CC(C1)(C2)CO (3-fluorobicyclo[1.1.1]pentane-1-yl)methanol